CS(=O)(=O)C1=CC=C(C=C1)NC1=NC=CC2=CC(=CC=C12)C1=NC=CC=N1 N-(4-methylsulfonylphenyl)-6-pyrimidin-2-yl-isoquinolin-1-amine